(R)-N-(2-chloro-4-(3-(quinazolin-2-ylamino)pyrrolidine-1-carbonyl)phenyl)acrylamide ClC1=C(C=CC(=C1)C(=O)N1C[C@@H](CC1)NC1=NC2=CC=CC=C2C=N1)NC(C=C)=O